OCCOCCOC=1C(=C(C2=CC=CC=C2C1)C1=CC=CC2=CC=CC=C12)OCCOCCO bis(2-(2-hydroxyethoxy)ethoxy)-1,1'-binaphthyl